ClC1=CC=C(N=N1)OCC1=C(N=NN1C1=CC=C(C=C1)C(F)F)C(=O)OC methyl 5-(((6-chloropyridazin-3-yl) oxy) methyl)-1-(4-(difluoromethyl) phenyl)-1H-1,2,3-triazole-4-carboxylate